Sodium tetrakis(2,3,5,6-tetrafluoro-4-vinylphenyl)borate FC1=C(C(=C(C(=C1F)C=C)F)F)[B-](C1=C(C(=C(C(=C1F)F)C=C)F)F)(C1=C(C(=C(C(=C1F)F)C=C)F)F)C1=C(C(=C(C(=C1F)F)C=C)F)F.[Na+]